ClC1=CC=C(C[C@@H]2N(C[C@@H](OC2)C)C2CCN(CC2)C2=NC(=NN2)N)C=C1 5-(4-((2S,5S)-5-(4-chlorobenzyl)-2-methylmorpholino)piperidin-1-yl)-1H-1,2,4-triazole-3-amine